(±)-2-[4-[3-[(4-Chloro-5-methoxy-1-methyl-indole-2-carbonyl)amino]oxetan-3-yl]phenyl]-3-methyl-butanoic acid ClC1=C2C=C(N(C2=CC=C1OC)C)C(=O)NC1(COC1)C1=CC=C(C=C1)[C@H](C(=O)O)C(C)C |r|